6-(7-(8-ethyl-7-fluoro-3-hydroxynaphthalen-1-yl)-2-(((2R,7aS)-2-fluorohexahydro-1H-pyrrolizin-7a-yl)methoxy)-5,6,7,8-tetrahydropyrido[3,4-d]pyrimidin-4-yl)-6-azaspiro[3.5]nonan-2-ol C(C)C=1C(=CC=C2C=C(C=C(C12)N1CC=2N=C(N=C(C2CC1)N1CC2(CC(C2)O)CCC1)OC[C@]12CCCN2C[C@@H](C1)F)O)F